N-((1,2,3,5,6,7-Hexahydro-s-indacen-4-yl)carbamoyl)-1-(2,2,2-trifluoroacetyl)piperidine-4-sulfonamide, potassium salt [K].C1CCC2=C(C=3CCCC3C=C12)NC(=O)NS(=O)(=O)C1CCN(CC1)C(C(F)(F)F)=O